(R)-2-methyl-N-((S)-4'H,6'H-spiro[piperidine-4,5'-pyrrolo[1,2-b]pyrazole]-4'-yl)propane-2-sulfinamide carbon [C].CC(C)(C)[S@@](=O)N[C@H]1C2(CN3N=CC=C31)CCNCC2